tert-Butyl ((6-(([1,2,4]triazolo[1,5-a]pyrazine-6-carboxamido)methyl)-1H-indol-2-yl)methyl)(cyclobutylmethyl)carbamate N=1C=NN2C1C=NC(=C2)C(=O)NCC2=CC=C1C=C(NC1=C2)CN(C(OC(C)(C)C)=O)CC2CCC2